C(C1=CC=CC=C1)N1CCC(CC1)(O)CNC(OC(C)(C)C)=O tert-butyl ((1-benzyl-4-hydroxypiperidin-4-yl)methyl)carbamate